CC1(C2CNCC12)C 6,6-dimethyl-3-azabicyclo-[3.1.0]-hexane